NC1=C(C=CC=C1)N(C1=CC=CC=C1)C1=CC=CC=C1 aminotriphenyl-amine